6-(4-nitrophenyl)-2-[1-[5-(4,4,5,5-tetramethyl-1,3,2-dioxaborolan-2-yl)pyrimidin-2-yl]-4-piperidyl]-5,7-dihydro-4H-pyrazolo[3,4-c]pyridine [N+](=O)([O-])C1=CC=C(C=C1)N1CC=2C(CC1)=CN(N2)C2CCN(CC2)C2=NC=C(C=N2)B2OC(C(O2)(C)C)(C)C